CC1=CC=C2C(=N1)C(=CS2)C(=S)O 5-methylthiothieno[3,2-b]pyridine-3-carboxylic acid